NC1=C(SC=C1Cl)CCC(=O)O 3-(3-amino-4-chlorothiophene-2-yl)propionic acid